CC1(CCN)C=NC=N1 4-methylhistamine